ClC1=CC=CC=2C(=NCC(OC21)(C)CC)C=2C=NC1=C(C=CC=C1C2)F 9-chloro-2-ethyl-5-(8-fluoroquinolin-3-yl)-2-methyl-2,3-dihydro-benzo[f][1,4]oxazepine